C12CNCC(C1NC(OC(C)(C)C)=O)C2 tert-butyl (exo-3-azabicyclo[3.1.1]heptan-6-yl)carbamate